(E)-N-(3-(4-Chlorostyryl)-1-isopropyl-1H-pyrazolo[3,4-b]pyridin-5-yl)acrylamide ClC1=CC=C(/C=C/C2=NN(C3=NC=C(C=C32)NC(C=C)=O)C(C)C)C=C1